4-bromo-3,5-difluorobenzoate BrC1=C(C=C(C(=O)[O-])C=C1F)F